N-(3-(7-{[(3S,4R)-3-fluoro-1-methylpiperidin-4-yl]amino}-3-(2,2,2-trifluoroethyl)pyrazolo[1,5-a]pyridin-2-yl)prop-2-yn-1-yl)-3-isopropylbenzamide F[C@H]1CN(CC[C@H]1NC1=CC=CC=2N1N=C(C2CC(F)(F)F)C#CCNC(C2=CC(=CC=C2)C(C)C)=O)C